NC1=NC=C(C2=C1C(=NN2C)C2=CC(=C(C=C2)NS(=O)(=O)C(F)F)O[C@@H](C)C2=CC=C(C=C2)F)C=2C=NN(C2)C2CC(NCC2)(C)C N-(4-(4-amino-7-(1-(2,2-dimethylpiperidin-4-yl)-1H-pyrazol-4-yl)-1-methyl-1H-pyrazolo[4,3-c]pyridin-3-yl)-2-((S)-1-(4-fluorophenyl)ethoxy)phenyl)-1,1-difluoromethanesulfonamide